bis(2,4-dichlorophenyl) carbonate C(OC1=C(C=C(C=C1)Cl)Cl)(OC1=C(C=C(C=C1)Cl)Cl)=O